C(C)N1N=CN=C1C(=O)O 1-ethyl-1H-1,2,4-triazole-5-carboxylic acid